4-{4-[(2-Acetaminoethyl)carbamoyl]-2-oxo-2,3-dihydro-1H-1,3-benzodiazol-1-yl}-N-(3-methoxy-4-methylphenyl)cyclohexane-1-carboxamide N(C(=O)C)CCNC(=O)C1=CC=CC=2N(C(NC21)=O)C2CCC(CC2)C(=O)NC2=CC(=C(C=C2)C)OC